C1(CC1)OC=1C(=CC(=C(C1)C1=CC=NCC1)C)[N+](=O)[O-] 4-(5-cyclopropyloxy-2-methyl-4-nitrophenyl)-5,6-dihydropyridine